F[C@@H]1C[C@@]2(CCCN2C1)COC=1N=C(C2=C(N1)C(=C(N=C2OC)C2=CC(=CC1=CC=C(C(=C21)C#C)F)OCOC)F)N(C)C 2-{[(2R,7aS)-2-fluoro-hexahydro-1H-pyrrolizin-7a-yl]methoxy}-7-[8-ethynyl-7-fluoro-3-(methoxymethoxy)naphthalen-1-yl]-8-fluoro-5-methoxy-N,N-dimethylpyrido[4,3-d]pyrimidin-4-amine